N1(CCC=2C1=NC=CC2)C(=O)[O-] 2,3-dihydro-1H-pyrrolo[2,3-b]pyridin-1-formate